2,3-Dimethyl-p-phenylenediamine CC1=C(C=CC(=C1C)N)N